Cl.NC1CCC(CC1)NC=1C=C(C(N(N1)C)=O)C(F)F 6-(((1S,4S)-4-aminocyclohexyl)amino)-4-(difluoromethyl)-2-methylpyridazin-3(2H)-one hydrochloride